NC1(CCN(CC1)C1=NC=C(C=C1)C=1C=2N(C=C(C1)OCC)N=CC2C#N)C(=O)OC Methyl 4-amino-1-(5-(3-cyano-6-ethoxypyrazolo[1,5-a]pyridin-4-yl)pyridin-2-yl)-piperidine-4-carboxylate